2,4,5-tris(4-aminophenyl)-1,3-dimethyl-1H-imidazole-3-ium NC1=CC=C(C=C1)C=1N(C(=C([N+]1C)C1=CC=C(C=C1)N)C1=CC=C(C=C1)N)C